2-(4-chloro-3-fluorophenoxy)-N-(3-hydroxy-4-{2-[3-(trifluoromethoxy)phenyl]acetylamino}bicyclo[2.2.2]octan-1-yl)acetamide ClC1=C(C=C(OCC(=O)NC23CC(C(CC2)(CC3)NC(CC3=CC(=CC=C3)OC(F)(F)F)=O)O)C=C1)F